NC1=CC=2C(=C3C(=NC2C=C1F)C1=CC2=C(C(N1C3)=O)COC([C@]2(O)CC)=O)CNC(OC)=O Methyl (S)-((9-amino-4-ethyl-8-fluoro-4-hydroxy-3,14-dioxo-3,4,12,14-tetrahydro-1H-pyrano[3',4':6,7]indolizino[1,2-b]quinolin-11-yl)methyl)carbamate